N-[4-(3-{3-[5-tert-Butyl-2-(4-chloro-phenyl)-2H-pyrazol-3-yl]-ureidomethylmethylsulfanyl}-propyl)-pyridin-2-yl]-2-hydroxy-acetamide C(C)(C)(C)C=1C=C(N(N1)C1=CC=C(C=C1)Cl)NC(NCCSCCCC1=CC(=NC=C1)NC(CO)=O)=O